7-((4-(2-fluoro-6-(ethylcarbamoyl)pyridin-3-yl)piperazin-1-yl)methyl)-6-fluoropyrazolo[1,5-a]quinoxalin-4(5H)-one FC1=NC(=CC=C1N1CCN(CC1)CC=1C(=C2NC(C=3N(C2=CC1)N=CC3)=O)F)C(NCC)=O